C(C(O)C)(=O)OCCC propyl lactate